chloro-8-(4-(4-(6-fluorobenzo[d]isoxazol-3-yl)piperidin-1-yl)butoxy)-5,6-dihydro-1H-pyrrolo[3,2,1-ij]quinolin-4(2H)-one ClC1CN2C(CCC3=CC(=CC1=C23)OCCCCN2CCC(CC2)C2=NOC3=C2C=CC(=C3)F)=O